3,6-bis(diethylamino)-9-[2-[[[2-(2,5-dihydro-2,5-dioxo-1H-pyrrol-1-yl)ethyl]amino]carbonyl]phenyl]xanthylium chloride [Cl-].C(C)N(C=1C=CC2=C(C3=CC=C(C=C3[O+]=C2C1)N(CC)CC)C1=C(C=CC=C1)C(=O)NCCN1C(C=CC1=O)=O)CC